NC1=NC=NN2C1=CC=C2[C@]2([C@@H]([C@@H]([C@H](O2)COP(=O)(OC2=CC=CC=C2)N[C@@H](CC2=CC=CC=C2)C(=O)OCC(CC)CC)O)O)C#N 2-ethylbutyl ((((2R,3S,4R,5R)-5-(4-aminopyrrolo[2,1-f][1,2,4]triazin-7-yl)-5-cyano-3,4-dihydroxytetrahydrofuran-2-yl)methoxy)(phenoxy)phosphoryl)-L-phenylalaninate